p-aminophenyl-boronic acid NC1=CC=C(C=C1)B(O)O